(E)-4-(3,5-bis(methoxy-d3)styryl-d6)phenyl (2-(2-amino-3-phenylpropanamido)ethyl)carbamate Hydrochloride Cl.NC(C(=O)NCCNC(OC1=CC=C(C=C1)\C(=C(\C1(C(C(CC(=C1)OC([2H])([2H])[2H])(OC([2H])([2H])[2H])[2H])([2H])[2H])[2H])/[2H])\[2H])=O)CC1=CC=CC=C1